C[C@@H]1N[C@@H](CC(C1)C1=CC=C2C(=N1)SC(=N2)C(=O)NC=2C=C(C=1N(C2)C=C(N1)C)F)C 5-[(2S,6R)-2,6-dimethyl-4-piperidyl]-N-(8-fluoro-2-methyl-imidazo[1,2-a]pyridin-6-yl)thiazolo[5,4-b]pyridine-2-carboxamide